FC(C)(F)C1=NC(=CC(=N1)NC1=CC(=NC=C1C1=NN(C=C1)CCC)NC(C)=O)C N-(4-((2-(1,1-difluoroethyl)-6-methylpyrimidin-4-yl)amino)-5-(1-propyl-1H-pyrazol-3-yl)pyridin-2-yl)acetamide